Cl.FC(C1=C(C(=O)N)C=CC=C1)(F)F 2-(trifluoromethyl)benzamide hydrochloride